N5-pyrazin-2-yl-Biguanide Hydrochloride Cl.N1=C(C=NC=C1)NC(NC(N)=N)=N